1-{3-[(2-{3-[(4-methanesulfonyl-2-methoxyphenyl)amino]prop-1-yn-1-yl}-1-(2,2,2-trifluoroethyl)-1H-indol-4-yl)amino]piperidin-1-yl}-3-methoxypropan-2-ol CS(=O)(=O)C1=CC(=C(C=C1)NCC#CC=1N(C2=CC=CC(=C2C1)NC1CN(CCC1)CC(COC)O)CC(F)(F)F)OC